4-(2-morpholinoethyl)piperazin O1CCN(CC1)CCN1CCNCC1